C(C)(C)(C)OC(=S)N1C(C2(C1)CC(C2)OC)C (4S,6s)-6-methoxy-1-methyl-2-azaspiro[3.3]heptane-2-thiocarboxylic acid O-tert-butyl ester